6-[1-(1-Cyano-4-piperidyl)-5-methyl-triazol-4-yl]-4-[1-[2-(3-hydroxyazetidin-1-yl)-5-(trifluoromethyl)-3-pyridyl]ethoxy]pyrazolo[1,5-a]pyridine-3-carbonitrile C(#N)N1CCC(CC1)N1N=NC(=C1C)C=1C=C(C=2N(C1)N=CC2C#N)OC(C)C=2C(=NC=C(C2)C(F)(F)F)N2CC(C2)O